N-(tert-butyl)-3-((2-((4-(4-(3-(2,4-dioxotetrahydropyrimidin-1(2H)-yl)benzyl)piperazin-1-yl)phenyl)amino)-5-methylpyrimidin-4-yl)amino)benzenesulfonamide C(C)(C)(C)NS(=O)(=O)C1=CC(=CC=C1)NC1=NC(=NC=C1C)NC1=CC=C(C=C1)N1CCN(CC1)CC1=CC(=CC=C1)N1C(NC(CC1)=O)=O